Benzyl 2-(3-oxo-1,3-dihydroisobenzofuran-1-yl)acetate O=C1OC(C2=CC=CC=C12)CC(=O)OCC1=CC=CC=C1